(S)-methyl 2-((4-(3-((4-chlorobenzyl)oxy)-1H-pyrazol-1-yl)piperidin-1-yl)methyl)-1-(oxetan-2-ylmethyl)-1H-benzo[d]imidazole-6-carboxylate ClC1=CC=C(COC2=NN(C=C2)C2CCN(CC2)CC2=NC3=C(N2C[C@H]2OCC2)C=C(C=C3)C(=O)OC)C=C1